[Br-].OCC[NH+](C)C N-(2-hydroxyethyl)-N,N-dimethylammonium bromide